(R)-1-phenyl-ethanol C1(=CC=CC=C1)[C@@H](C)O